5-(5-(3,5-dichlorophenyl)-5-(trifluoromethyl)-4,5-dihydroisoxazol-3-yl)-3-methyl-N-(thiophen-2-ylmethyl)-5,6-dihydro-4H-thieno[2,3-c]pyrrole-2-carboxamide ClC=1C=C(C=C(C1)Cl)C1(CC(=NO1)N1CC2=C(C1)C(=C(S2)C(=O)NCC=2SC=CC2)C)C(F)(F)F